N-(2-methyl-5-piperazin-1-yl-phenyl)-2-(3-pyrrol-1-ylindol-1-yl)propanamide CC1=C(C=C(C=C1)N1CCNCC1)NC(C(C)N1C=C(C2=CC=CC=C12)N1C=CC=C1)=O